IC1=CC(=C(C=C1C)N(C(C#CC)=O)C1=CC=C2C(=N1)C(=NN2C)O[C@H]2CC[C@H](CC2)C(=O)O)N2C[C@H](CC2)C (cis)-4-{[5-(N-{4-iodo-5-methyl-2-[(3S)-3-methylpyrrolidin-1-yl]phenyl}but-2-ynamido)-1-methylpyrazolo[4,3-b]pyridin-3-yl]oxy}cyclohexane-1-carboxylic acid